C12(CCC(C1)C2)CC(=O)NCCCCCCCC2=CC(=CC=C2)C2=NC=1N(C(=C2)N2CCN(CC2)CCO)N=C(C1C1=CC=CC=C1)C 2-(bicyclo[2.1.1]hexan-1-yl)-N-(7-(3-(7-(4-(2-hydroxyethyl)piperazin-1-yl)-2-methyl-3-phenylpyrazolo[1,5-a]pyrimidin-5-yl)phenyl)heptyl)acetamide